(3-(ethylsulfanyl)-2-fluoro-5-methyl-4-nitrophenyl)-6-fluoro-1,2,3,4-tetrahydroisoquinoline C(C)SC=1C(=C(C=C(C1[N+](=O)[O-])C)C1NCCC2=CC(=CC=C12)F)F